CN1N=C(C=C1C)NC1=NC=C(C(=N1)C1=CNC2=C(C=CC=C12)N1C(C2=CC=CC(=C2C1)C1=C(C=CC=C1)C)=O)C 2-(3-(2-((1,5-dimethyl-1H-pyrazol-3-yl)amino)-5-methylpyrimidin-4-yl)-1H-indol-7-yl)-4-(o-tolyl)isoindolin-1-one